2-(1-acryloyl-4-(7-(7-fluoro-3,4-dihydroquinolin-1(2H)-yl)-2-(3-(methylamino)azetidin-1-yl)-5,6,7,8-tetrahydroquinazolin-4-yl)piperazin-2-yl)acetonitrile C(C=C)(=O)N1C(CN(CC1)C1=NC(=NC=2CC(CCC12)N1CCCC2=CC=C(C=C12)F)N1CC(C1)NC)CC#N